N-methyl-3-morpholinopropan-1-amine CNCCCN1CCOCC1